Cl.NC(C(=O)NC1=NC(=C(C=C1)C=1C(=NNC1C)C)F)=C(C1CCCCC1)C1CCCCC1 (2S)-2-amino-3,3-dicyclohexyl-N-[5-(3,5-dimethyl-1H-pyrazol-4-yl)-6-fluoro-2-pyridinyl]acrylamide hydrochloride